NC1=C(C=C(C(=O)[O-])C=C1)NCC1OCCC1 4-amino-3-(((tetrahydrofuran-2-yl)methyl)amino)benzoate